tertiary butyl peracetate C(C)(=O)OOC(C)(C)C